N[C@H]1[C@@H](CCCC1)C1=C(C2=NC(=CC(=C2S1)NCC=1SC=CC1)Cl)CC 2-((1r,2r)-2-aminocyclohexyl)-5-chloro-3-ethyl-N-(thiophen-2-ylmethyl)thieno[3,2-b]pyridin-7-amine